C(C)(C)(C)OC(=O)N1CC2(C1)CC(C2)OC2=CC(=C(C=C2)F)F 6-(3,4-difluorophenoxy)-2-azaspiro[3.3]heptane-2-carboxylic acid tert-butyl ester